OC1=CC=C(C=C1)N1C(C=CC1=O)=O N-(p-hydroxyphenyl)maleimide